N2-[(3R)-1-(6-Fluoropyridazin-3-yl)pyrrolidin-3-yl]-1,3,4-thiadiazole-2,5-diamine FC1=CC=C(N=N1)N1C[C@@H](CC1)NC=1SC(=NN1)N